N-(9,9-dimethyl-9H-fluoren-3-yl)-9,9-dimethyl-9H-fluoren-2-amine CC1(C2=CC=CC=C2C=2C=C(C=CC12)NC1=CC=2C(C3=CC=CC=C3C2C=C1)(C)C)C